2-methyl-3-(methylsulfanyl)propionic acid CC(C(=O)O)CSC